4-(2-((tert-butyldimethylsilyl)oxy)ethyl)-6-fluoro-3-oxo-5-(2-oxoethyl)-3,4-dihydroquinoxaline-1(2H)-carboxylic acid tert-butyl ester C(C)(C)(C)OC(=O)N1CC(N(C2=C(C(=CC=C12)F)CC=O)CCO[Si](C)(C)C(C)(C)C)=O